The molecule is a pyrrolizine alkaloid that is produced by a hybrid species of Jacobaea. It has a role as a Jacobaea metabolite. It is a diol, an enone, an organic heterobicyclic compound, a tertiary amino compound, an organochlorine compound, a pyrrolizine alkaloid and a macrocyclic lactone. C[C@@H]1C[C@@](C(=O)O[C@@H]2CCN(C/C=C(\\C2=O)/COC(=O)[C@]1(C)O)C)([C@@H](C)Cl)O